N-methyltetrahydro-1H-pyrrolo[3,4-c]-quinoline-1,3(2H)-dione CN1C(C2CNC3C=CC=CC3=C2C1=O)=O